N-(5-((2-cyanoethyl)sulfonyl)-1,3,4-thiadiazol-2-yl)-2-(trifluoromethyl)benzamide C(#N)CCS(=O)(=O)C1=NN=C(S1)NC(C1=C(C=CC=C1)C(F)(F)F)=O